C1(NCC2(C3=CN=CC=C13)CC2)=O 2',3'-dihydro-1'H-spiro[cyclopropan-1,4'-[2,6]naphthyridin]-1'-one